Allyl Thiopropionate C(CC)(=S)OCC=C